ClC=1C(=C(C(=NC1)N)[N+](=O)[O-])NC1CCN(CC1)C1=C(C=CC(=C1)F)F 5-chloro-N4-(1-(2,5-difluorophenyl)piperidin-4-yl)-3-nitropyridine-2,4-diamine